3-(3-hydroxy-4-oxo-2,3,4,5-tetrahydro-1H-pyrido[2,3-b][1,4]diazepine-8-Yl)acrylic acid tert-butyl ester C(C)(C)(C)OC(C=CC1=CC2=C(NC(C(CN2)O)=O)N=C1)=O